5-[4-(2-Methanesulfinylbenzoylamino)phenyl]-1H-naphtho[1,2-b][1,4]diazepine-2,4(3H,5h)-dione CS(=O)C1=C(C(=O)NC2=CC=C(C=C2)N2C3=C(NC(CC2=O)=O)C2=CC=CC=C2C=C3)C=CC=C1